C(C1CO1)OC1=CC=C(C=C1)CC1=CC=C(C=C1)OCC1CO1 bis[4-(glycidoxy)phenyl]methane